(Z)-2-(4-((6-ethoxy-3-oxobenzofuran-2(3H)-ylidene)methyl)-2,6-dimethylphenoxy)-2-methylpropanoic acid C(C)OC1=CC2=C(C(/C(/O2)=C/C2=CC(=C(OC(C(=O)O)(C)C)C(=C2)C)C)=O)C=C1